NC1=NC=CC=C1C1=NC=2C(=NC(=CC2)C2=CC=CC=C2)N1C1=CC=C(CNC(=O)C2=CN=C(S2)C#N)C=C1 N-(4-(2-(2-Aminopyridin-3-yl)-5-phenyl-3H-imidazo[4,5-b]pyridin-3-yl)benzyl)-2-cyanothiazole-5-carboxamide